OC(=O)C(F)(F)F.OCC(=O)N(CCN1C2CC(CC1CC2)C=2C=C(C(=O)N)C=CC2)CCC2=CC=C(C=C2)O 3-endo-[8-(2-{(2-hydroxyacetyl)-[2-(4-hydroxyphenyl)ethyl]-amino}ethyl)-8-azabicyclo[3.2.1]oct-3-yl]-benzamide TFA salt